(R)-N,N-dimethyl-1-(pyrrolidin-2-yl)-methylamine dihydrochloride Cl.Cl.CN(C)C[C@@H]1NCCC1